OC1CC(N(CC1)C(=O)OC(C)(C)C)CO tert-butyl 4-hydroxy-2-(hydroxy-methyl)-piperidine-1-carboxylate